3-({[(1R)-6-[methyl-(pyridin-2-yl)amino]-1,2,3,4-tetrahydronaphthalen-1-yl]methyl}amino)pyridine-4-carboxylic acid methyl ester COC(=O)C1=C(C=NC=C1)NC[C@@H]1CCCC2=CC(=CC=C12)N(C1=NC=CC=C1)C